6-(difluoromethyl)-3-(6-(2,5-dihydro-1H-pyrrol-3-yl)pyrimidin-4-yl)imidazo[1,2-b]Pyridazine FC(C=1C=CC=2N(N1)C(=CN2)C2=NC=NC(=C2)C=2CNCC2)F